N-(2-(4-methoxynaphthalen-1-yl)ethyl)-N-methylpropan-2-amine COC1=CC=C(C2=CC=CC=C12)CCN(C(C)C)C